2-eicosanoylaminodecane-1,3-diol C(CCCCCCCCCCCCCCCCCCC)(=O)NC(CO)C(CCCCCCC)O